N1C=CC2=C(C=CC=C12)C=1C2=C(N=C(N1)N1C(COCC1)C)CN(CC2)C(C)=O 4-(4-(1H-indol-4-yl)-7-acetyl-5,6,7,8-tetrahydropyrido[3,4-d]pyrimidin-2-yl)-3-methylmorpholine